NC1=C(C=CC=C1CO)O 2-Amino-3-hydroxymethylphenol